C(C)C=1C(=NC(=NC1C1=C(C=CC=C1)C)NS(=O)(=O)C=1C=NN(C1)C)C1=C(C=CC=C1)C N-[5-ethyl-4,6-bis(o-tolyl)pyrimidin-2-yl]-1-methyl-pyrazole-4-sulfonamide